CN1N=CC(=C1)C1=CC2=C(NC=N2)C=C1 5-(1-methyl-1H-pyrazol-4-yl)-1H-benzimidazole